(isobutoxymethyl)quinolin-8-ol hydrochloride Cl.C(C(C)C)OCC1=NC2=C(C=CC=C2C=C1)O